N1=CN=C(C=C1)CC(=O)N[C@@H](C(C)C)C(=O)N[C@H](CCC(=O)O)C(=O)O (2-(pyrimidin-4-yl)acetyl)-L-valyl-D-glutamic acid